C(C)[Sn](N(C)C)(N(C)C)N(C)C ethyltris(dimethylamino)tin